ClC=1C(=C2C=NNC2=C(C1F)C(F)F)C=1C=CC=2N(C1)C=C(N2)NC(=O)C2C(C2)F N-(6-(5-chloro-7-(difluoromethyl)-6-fluoro-1H-indazol-4-yl)imidazo[1,2-a]pyridin-2-yl)-2-fluorocyclopropane-1-carboxamide